C(C)(C)(C)OC(N[C@H](C)C1=CC=C(C=C1)C1=NNC(C2=CC=CC=C12)=O)=O (R)-(1-(4-(4-oxo-3,4-dihydrophthalazin-1-yl)phenyl)ethyl)carbamic acid tert-butyl ester